FC(N1N=C(C=C1)C=1C(=CC(=NC1)NC1=NC(=NC=C1)C=1C=C2C(=NC1)OCCC2)NC2CCC(CC2)(O)C)F (1s,4s)-4-((5-(1-(Difluoromethyl)-1H-pyrazol-3-yl)-2-((2-(3,4-dihydro-2H-pyrano[2,3-b]pyridin-6-yl)pyrimidin-4-yl)amino)pyridin-4-yl)amino)-1-methylcyclohexan-1-ol